C(C(=C)C)(=O)NCCOC(NCC1=CC=C(C=C1)CN1C(=NC=2C(=NC=3C=CC=CC3C21)N)N2CC=NC=C2)=O 4-((4-amino-2-(pyrazin-4-yl)-1H-imidazo[4,5-c]Quinolin-1-yl)methyl)benzylcarbamic acid 2-methacrylamidoethyl ester